2-(trimethylsilyl)ethyl (1S,5R,7R)-7-ethynyl-3-((2-nitrophenyl)sulfonyl)-3,6-diazabicyclo[3.2.1]octane-6-carboxylate C(#C)[C@@H]1N([C@H]2CN(C[C@@H]1C2)S(=O)(=O)C2=C(C=CC=C2)[N+](=O)[O-])C(=O)OCC[Si](C)(C)C